e-4H-chromen-4-one O1C=CC(C2=CC=CC=C12)=O